FC(OC1=CC=C(C=C1)S(=O)(=O)N1N=C2C(=C1)CN(C2)C([C@@H](C2=CC=CC=C2)N2CCOCC2)=O)F (2R)-1-{2-[4-(difluoromethoxy)benzenesulfonyl]-2H,4H,5H,6H-pyrrolo[3,4-c]pyrazol-5-yl}-2-(morpholin-4-yl)-2-phenylethan-1-one